C1(=CC=C(C=C1)P(=O)(C1=CC=C(C=C1)C)F)C di-p-tolylphosphinic fluoride